pentaerythritol tetrakis(beta-(3,5-di-tert-butyl-4-hydroxyphenyl) propionate) C(C)(C)(C)C=1C=C(C=C(C1O)C(C)(C)C)CCC(=O)OCC(COC(CCC1=CC(=C(C(=C1)C(C)(C)C)O)C(C)(C)C)=O)(COC(CCC1=CC(=C(C(=C1)C(C)(C)C)O)C(C)(C)C)=O)COC(CCC1=CC(=C(C(=C1)C(C)(C)C)O)C(C)(C)C)=O